Cl.C(C)(C)C1=CN=C2N1N=C(C=C2NCC2=C(C=CC=C2)OC(F)(F)F)OC[C@@H]2CNCCO2 (S)-3-ISOPROPYL-6-(MORPHOLIN-2-YLMETHOXY)-N-(2-(TRIFLUOROMETHOXY)BENZYL)IMIDAZO[1,2-B]PYRIDAZIN-8-AMINE HYDROCHLORIDE